O[C@H]1C[C@@H]2CC[C@H]3[C@@H]4CC[C@H](C(C)=O)[C@]4(CC([C@@H]3[C@]2(CC1)C)=O)C 3a-hydroxy-5a-pregnan-11,20-dione